(S)-3-(1-oxo-4-(piperazin-1-yl)isoindolin-2-yl)piperidine-2,6-dione O=C1N(CC2=C(C=CC=C12)N1CCNCC1)[C@@H]1C(NC(CC1)=O)=O